ClC1=C(C=CC=C1C)[C@H]1N(CC[C@H]1N1C[C@@H](CC1)O)C(C)=O [(2R,3R)-2-(2-chloro-3-methyl-phenyl)-3-[(3R)-3-hydroxypyrrolidin-1-yl]pyrrolidin-1-yl]ethanone